8-methylpyrido[3,2-d]pyrimidine CC1=CC=NC2=C1N=CN=C2